N-((7R)-2-Cyano-2-azabicyclo[2.2.1]heptan-7-yl)-5-(4-((4-fluorophenyl)amino)pyridin-3-yl)thiazol-2-carboxamid C(#N)N1C2CCC(C1)[C@H]2NC(=O)C=2SC(=CN2)C=2C=NC=CC2NC2=CC=C(C=C2)F